FC(C1=CC=C(C=C1)N1CC2C(C1)CN(C2)C=O)(F)F (5-(4-(trifluoromethyl)phenyl)hexahydropyrrolo[3,4-c]pyrrol-2(1H)-yl)methanone